C(C)N1CCC(CC1)C=1N=NC2=CC(=CC(=C2C1)F)C=1C=C(C=2N(N1)C=C(N2)C)C#N 6-[3-(1-Ethylpiperidin-4-yl)-5-fluorocinnolin-7-yl]-2-methylimidazo[1,2-b]pyridazine-8-carbonitrile